dodecanoic acid 4-oxooct-2-yl ester O=C(CC(C)OC(CCCCCCCCCCC)=O)CCCC